FC(C1=NC(=NC(=C1)C1=CN=CN1C)C(=O)NC1CCC(CC1)OC)F 4-(difluoromethyl)-N-((1r,4r)-4-methoxycyclohexyl)-6-(1-methyl-1H-imidazol-5-yl)pyrimidine-2-carboxamide